FC=1C=C(C=CC1)[C@H](CNCC1CCC(CC1)OC)O (R)-1-(3-Fluorophenyl)-2-((((1s,4S)-4-methoxycyclohexyl)methyl)amino)ethan-1-ol